ClC1=C(C=CC=C1)C=1N(C2=C(N1)CC1CCC2N1C1CC2=C(C=CC=C2CC1)OC)C 2-(2-chlorophenyl)-9-(8-methoxy-1,2,3,4-tetrahydronaphthalen-2-yl)-3-methyl-3,4,5,6,7,8-hexahydro-4,7-epiminocyclohepta[d]imidazole